7-((4-(4-(2-Hydroxy-prop-2-yl)piperidin-1-yl)-2-methylphenyl)amino)-2H-benzo[b][1,4]oxazin-3(4H)-one OC(C)(C)C1CCN(CC1)C1=CC(=C(C=C1)NC=1C=CC2=C(OCC(N2)=O)C1)C